(3S,6R)-6-[5-(3-cyclopropoxy-azetidin-1-yl)-1,3,4-oxadiazol-2-yl]piperidin C1(CC1)OC1CN(C1)C1=NN=C(O1)[C@H]1CCCCN1